ClC=1C(=CC(=NC1)OC)C1=CC(=NN1)C(=O)N1CCC(CC1)C(=O)NCC1=CC=2N(C=C1)C=CN2 1-[5-(5-chloro-2-methoxypyridin-4-yl)-1H-pyrazole-3-carbonyl]-N-({imidazo[1,2-a]pyridin-7-yl}methyl)piperidine-4-carboxamide